1-(2-butyloctyl) 7-(3-hydroxy-2-((((9Z,12Z)-octadeca-9,12-dienoyl)oxy)methyl)propyl) heptanedioate C(CCCCCC(=O)OCC(CO)COC(CCCCCCC\C=C/C\C=C/CCCCC)=O)(=O)OCC(CCCCCC)CCCC